dimethyldodecyl-[3-(triethoxysilyl)propyl]ammonium chloride [Cl-].C[N+](CCC[Si](OCC)(OCC)OCC)(CCCCCCCCCCCC)C